C(C)(C)(C)OC(=O)N1CCC(CC1)OCC#CC1=CC=C(C(=O)C2=C(C(=CN2C)C(=O)O)C2=C(C(=CC=C2F)F)C)C=C1 5-[4-(3-{[1-(tert-butoxycarbonyl)piperidin-4-yl]oxy}prop-1-yn-1-yl)benzoyl]-4-(3,6-difluoro-2-methylphenyl)-1-methylpyrrole-3-carboxylic acid